1-(3-((2-((2-cyclopropyl-4-(4-methylpiperazin-1-yl)phenyl)amino)-5-(difluoromethyl)pyrimidin-4-yl)amino)propyl)-4-methyl-1,4-diazepan-2-one C1(CC1)C1=C(C=CC(=C1)N1CCN(CC1)C)NC1=NC=C(C(=N1)NCCCN1C(CN(CCC1)C)=O)C(F)F